2,5-bis[(2,3-epoxypropoxy)phenyl]octahydro-4,7-methano-5H-indene tert-butyl-5-fluoro-3-(4,4,5,5-tetramethyl-1,3,2-dioxaborolan-2-yl)-1H-indole-1-carboxylate C(C)(C)(C)OC(=O)N1C=C(C2=CC(=CC=C12)F)B1OC(C(O1)(C)C)(C)C.C(C1CO1)OC1=C(C=CC=C1)C1CC2C3CC(C(C2C1)C3)C3=C(C=CC=C3)OCC3CO3